COC1=CC(=NC=N1)O[C@H]1CN(CCC1)CC1=CN=C(S1)NC(C)=O (R)-N-(5-((3-((6-methoxypyrimidin-4-yl)oxy)piperidin-1-yl)methyl)thiazol-2-yl)acetamide